(2-(1H-pyrazol-4-yl)-4-(2-(6-(trifluoromethyl)imidazo[1,2-a]pyridin-3-yl)pyrimidin-4-yl)piperazin-1-yl)(tetrahydro-2H-pyran-4-yl)methanone N1N=CC(=C1)C1N(CCN(C1)C1=NC(=NC=C1)C1=CN=C2N1C=C(C=C2)C(F)(F)F)C(=O)C2CCOCC2